2-[(3R)-5,5-difluoropiperidin-3-yl]-1λ6,2-thiazolidine-1,1-dione, hydrochloride salt Cl.FC1(C[C@H](CNC1)N1S(CCC1)(=O)=O)F